C(C)C(COC(CCSC1=C(C(=NC=C1)N1CCC1)Cl)=O)CCCC 3-((2-(azetidin-1-yl)-3-chloropyridin-4-yl)thio)propanoic acid (2-ethylhexyl) ester